C(CCCCCCC)(=O)OCCCCCCCCCCCC dodecanyl octanoate